[3,7-diethyl-6-(1H-1,2,3,4-tetrazol-5-yl)imidazo[1,2-a]pyridin-2-yl]diphenyl-methanol C(C)C1=C(N=C2N1C=C(C(=C2)CC)C2=NN=NN2)C(O)(C2=CC=CC=C2)C2=CC=CC=C2